C1(CCCCC1)NC1=C(C=C(C=C1)S(=O)(=O)NC)C=1N=NN(N1)C1=CC=CC=C1 4-(cyclohexylamino)-N-methyl-3-(2-phenyl-2H-tetrazol-5-yl)benzenesulfonamide